C(C)(C)(C)OC(=O)N1CCN(CC1)C1=CC=C2C(=NN(C2=C1)C)I 4-(3-iodo-1-methyl-1H-indazol-6-yl)piperazine-1-carboxylic acid tert-butyl ester